O=S1(CC2(C1)CCN(CC2)C2=C(C=C(C=C2F)N2C(O[C@H](C2)CNC2=NOC=C2)=O)F)=O (S)-3-(4-(2,2-dioxido-2-thia-7-azaspiro[3.5]nonan-7-yl)-3,5-difluorophenyl)-5-((isoxazol-3-ylamino)methyl)oxazolidin-2-one